C1(CC1)C=1OC=C(N1)C1=NN=C2N1CCN([C@@H]2C)C(=O)C2=CC=C(C=C2)F (R)-(3-(2-cyclopropyl-oxazol-4-yl)-8-methyl-5,6-dihydro-[1,2,4]triazolo[4,3-a]pyrazin-7(8H)-yl)(4-fluorophenyl)methanone